6-(1-methyl-1H-pyrrolo[2,3-c]pyridin-3-yl)-9-(4-methoxybenzyl)-2-(6-trifluoromethylpyridin-2-yl)-9H-purine CN1C=C(C=2C1=CN=CC2)C2=C1N=CN(C1=NC(=N2)C2=NC(=CC=C2)C(F)(F)F)CC2=CC=C(C=C2)OC